FC(C=1N=C2N(CCOCC3=C2C=CC(=C3)CN)C1)(F)F (2-(trifluoromethyl)-5,6-dihydro-8H-benzo[f]imidazo[1,2-d][1,4]oxazocin-10-yl)methanamine